rac-dimethyl (1R,2R,3S)-3-(4-(methylamino)phenyl)-4-oxocyclohexane-1,2-dicarboxylate hydrochloride Cl.CNC1=CC=C(C=C1)[C@@H]1[C@H]([C@@H](CCC1=O)C(=O)OC)C(=O)OC |r|